CN1N=C(C=C1C=1C=NC=NC1)C=1C=C2CN(C(C2=CC1)=O)C1C(NC(CC1)=O)=O 3-[5-(1-methyl-5-pyrimidin-5-yl-pyrazol-3-yl)-1-oxo-isoindolin-2-yl]piperidine-2,6-dione